C(C)N(C(CCOCCCC)=O)CC N,N-diethyl-β-butoxypropionamide